COC1=CC=C(C=C1)C(OC[C@H]1O[C@H](C(C1OP(OCCC#N)N(C(C)C)C(C)C)OCCOCCCCCCCCCCCCCCCC)N1C(NC(C=C1)=O)=O)(C1=CC=CC=C1)C1=CC=C(C=C1)OC 3-[[(2R,5R)-2-[[bis(4-methoxyphenyl)-phenyl-methoxy]methyl]-5-(2,4-dioxopyrimidin-1-yl)-4-(2-hexadecoxyethoxy)tetrahydrofuran-3-yl]oxy-(diisopropylamino)phosphanyl]oxypropanenitrile